(45CE)-Codeine-d C1(=CC(OC)=C2C=3[C@@]45[C@@H](O2)[C@@H](O)C=C[C@H]4[C@@H](CC13)N(C)CC5)[2H]